6-(2-chloro-6-fluorophenyl)-8-(3-methoxyprop-1-yn-1-yl)-2-(methylsulfonyl)pyrido[4,3-d]pyrimidin-5(6H)-one ClC1=C(C(=CC=C1)F)N1C(C2=C(N=C(N=C2)S(=O)(=O)C)C(=C1)C#CCOC)=O